tridecyl 3-((3-(2-hexyldecanamido)-4-((2-(4-methylpiperazin-1-yl)ethyl)amino)-4-oxobutyl)thio)propanoate C(CCCCC)C(C(=O)NC(CCSCCC(=O)OCCCCCCCCCCCCC)C(=O)NCCN1CCN(CC1)C)CCCCCCCC